BrC=1C(=C(C=CC1)[C@H]1[C@H](C[C@H]([C@@H]1\C=C\[C@H]([C@H](CC#CC)C)O[Si](C)(C)C(C)(C)C)OC1OCCCC1)O)F (1S,2S,3R,4R)-2-(3-bromo-2-fluorophenyl)-3-((3S,4S,E)-3-((tert-butyldimethylsilyl)oxy)-4-methyloct-1-en-6-yn-1-yl)-4-((tetrahydro-2H-pyran-2-yl)oxy)cyclopentanol